2,2-bis(3-n-propyl-4-hydroxyphenyl)propane C(CC)C=1C=C(C=CC1O)C(C)(C)C1=CC(=C(C=C1)O)CCC